NC=1SC2=C(C=NC=C2N2C[C@@H](OCC2)C(=O)N2[C@H](C3=C(C=C(C=C3CC2)C(F)(F)F)Cl)C)N1 ((R)-4-(2-aminothiazolo[4,5-c]pyridin-7-yl)morpholin-2-yl)((S)-8-chloro-1-methyl-6-(trifluoromethyl)-3,4-dihydroisoquinolin-2(1H)-yl)methanone